1-phenyl-1,2,3-triazole C1(=CC=CC=C1)N1N=NC=C1